2-(1,6-dihydro-indeno[5,4-B]furan-8-yl)ethylamine C1C2=C(OC1)C=CC=1CC=C(C12)CCN